Bromomethyl-3-(1-methylpropyl)-2,4(1H,3H)-pyrimidinedione BrCN1C(N(C(C=C1)=O)C(CC)C)=O